[Si](C)(C)(C(C)(C)C)OCCCOC1=NN(C(=C1[N+](=O)[O-])C)C=1N(N=C(C1)C)CC 3-(3-((tert-butyldimethylsilyl)oxy)propoxy)-2'-ethyl-5,5'-dimethyl-4-nitro-2'H-1,3'-bipyrazole